N-(2-chloro-3''-fluoro-4''-formyl-5''-methoxy-2'-methyl-[1,1':3',1''-terphenyl]-3-yl)-1,3-dimethyl-2,4-dioxo-1,2,3,4-tetrahydropyrimidine-5-carboxamide ClC1=C(C=CC=C1NC(=O)C=1C(N(C(N(C1)C)=O)C)=O)C1=C(C(=CC=C1)C1=CC(=C(C(=C1)OC)C=O)F)C